(E)-3-(2-(4-(benzo[d]thiazole-6-carbonyl)piperazin-1-yl)phenyl)-N-hydroxyacrylamide S1C=NC2=C1C=C(C=C2)C(=O)N2CCN(CC2)C2=C(C=CC=C2)/C=C/C(=O)NO